2-(2,4-Dichloro-phenyl)-5-ethyl-1-[4-(4-fluoro-but-1-ynyl)-phenyl]-1H-imidazole-4-carboxylic acid morpholin-4-ylamide N1(CCOCC1)NC(=O)C=1N=C(N(C1CC)C1=CC=C(C=C1)C#CCCF)C1=C(C=C(C=C1)Cl)Cl